9-fluoro-2,2-dimethyl-5-(quinolin-3-yl)-2,3-dihydro-1,4-benzodiazepine FC1=CC=CC=2C(=NCC(NC21)(C)C)C=2C=NC1=CC=CC=C1C2